C(O)C1=C(OC2=CC=CC=C2C1=O)C1=CC=CC=C1 methylolflavone